hex-2-yn-1-yl 8-((6-((4,4-bis(((Z)-oct-5-en-1-yl)oxy)butanoyl)oxy)hexyl)(2-hydroxyethyl)amino)octanoate C(CCC\C=C/CC)OC(CCC(=O)OCCCCCCN(CCCCCCCC(=O)OCC#CCCC)CCO)OCCCC\C=C/CC